lithium germanium thiophosphate P(=S)([O-])([O-])[O-].[Ge+2].[Li+]